2,4-bis(methyl-d)benzoic acid C(C1=C(C(=O)O)C=CC(=C1)C[2H])[2H]